FC1=C(C(=C(C(=C1[B-](C1=C(C(=C(C(=C1F)F)F)F)F)(C1=C(C(=C(C(=C1F)F)F)F)F)C1=C(C(=C(C(=C1F)F)F)F)F)F)F)F)F.C[NH+](C1=C(C=C(C=C1C)C)C)C N,N-dimethyl-2,4,6-trimethylanilinium tetrakis(pentafluorophenyl)borate